2-(6-Chloro-benzothiazol-2-ylamino)-1-methyl-1H-benzoimidazole-5-carboxylic acid (4-hydroxy-butyl)-amide OCCCCNC(=O)C1=CC2=C(N(C(=N2)NC=2SC3=C(N2)C=CC(=C3)Cl)C)C=C1